4-((4-(tert-butyl)phenyl)thio)-N-methoxy-N-methylpentanamide C(C)(C)(C)C1=CC=C(C=C1)SC(CCC(=O)N(C)OC)C